O=C1NC(CCC1N1C(C2=CC=C(C=C2C1)C(=O)N[C@@H](C(C)C)C1=C(C=CC=C1)F)=O)=O 2-(2,6-dioxopiperidin-3-yl)-N-((S)-1-(2-fluorophenyl)-2-methylpropyl)-1-oxoisoindoline-5-carboxamide